Tetracontanoic acid C(CCCCCCCCCCCCCCCCCCCCCCCCCCCCCCCCCCCCCCC)(=O)O